O=C1OCCC1NC=1C=CC=C2CCN(CC12)C(=O)OC(C)(C)C tert-Butyl 8-((2-oxotetrahydrofuran-3-yl) amino)-3,4-dihydroisoquinoline-2(1H)-carboxylate